ClC1=C(NC(C)=O)C=CC=C1 2'-Chloroacetanilide